(S)-6-(5-(1-(3-chloro-5-(trifluoromethyl)benzamido)ethyl)-3-methyl-1H-1,2,4-triazol-1-yl)-N-(diethyl(oxo)-λ6-sulfanylidene)nicotinamide ClC=1C=C(C(=O)N[C@@H](C)C2=NC(=NN2C2=NC=C(C(=O)N=S(=O)(CC)CC)C=C2)C)C=C(C1)C(F)(F)F